1-(2-(2-methyl-2H-pyrazolo[3,4-b]pyridin-5-yl)thieno[2,3-d]pyrimidin-6-yl)-3-(trifluoromethyl)cyclobutanol CN1N=C2N=CC(=CC2=C1)C=1N=CC2=C(N1)SC(=C2)C2(CC(C2)C(F)(F)F)O